4-(9-ethyl-6-morpholino-2-(3-(pyridazin-3-yl)phenyl)-9H-purin-8-yl)-1-methylpiperazin-2-one C(C)N1C2=NC(=NC(=C2N=C1N1CC(N(CC1)C)=O)N1CCOCC1)C1=CC(=CC=C1)C=1N=NC=CC1